ClC1=NC(=NC(=N1)C1=CC=C(C=C1)[Si](C1=CC=CC=C1)(C1=CC=CC=C1)C1=CC=CC=C1)C1=C(C=CC=C1)N1C2=CC=CC=C2C=2C=CC=CC12 9-(2-(4-chloro-6-(4-(triphenylsilyl)phenyl)-1,3,5-triazin-2-yl)phenyl)-9H-carbazole